N-((4-(1H-Imidazol-1-yl)-7-(4-(trifluoromethoxy)phenyl)-2,3-dihydrobenzofuran-5-yl)methyl)-2-methylpropane-2-sulfinamide N1(C=NC=C1)C1=C(C=C(C2=C1CCO2)C2=CC=C(C=C2)OC(F)(F)F)CNS(=O)C(C)(C)C